N-cyclopropyl-2-oxo-4-[(3S)-2-oxopyrrolidin-3-yl]-3-[(1R,4S,6S)-5-(5-phenyl-1,3-thiazole-2-carbonyl)-5-azaspiro[bicyclo[2.2.1]heptane-2,1'-cyclopropan]-6-ylformamido]butanamide C1(CC1)NC(C(C(C[C@H]1C(NCC1)=O)NC(=O)[C@H]1N([C@@H]2CC3(CC3)[C@H]1C2)C(=O)C=2SC(=CN2)C2=CC=CC=C2)=O)=O